(S)-N-((4-(cyclopropylethynyl)-4-(1,1-difluoroethyl)-6-fluoro-2-oxo-1,2,3,4-tetrahydroquinazolin-7-yl)methyl)-N-methyl-1H-imidazole-2-carboxamide C1(CC1)C#C[C@@]1(NC(NC2=CC(=C(C=C12)F)CN(C(=O)C=1NC=CN1)C)=O)C(C)(F)F